ClC=1N=C(N(N1)C1=NC=CC=N1)[C@@H](C)N |r| racemic-1-(5-chloro-2-pyrimidin-2-yl-1,2,4-triazol-3-yl)ethanamine